C[C@@H]1N([C@H](CN(C1)C1=NC=C(C=N1)C(F)(F)F)C)C(=O)O[C@H](CC1=CNC(C(=C1)C(F)(F)F)=O)C (S)-1-(6-oxo-5-(trifluoromethyl)-1,6-dihydropyridin-3-yl)propan-2-yl (2S,6S)-2,6-dimethyl-4-(5-(trifluoromethyl)pyrimidin-2-yl)piperazine-1-carboxylate